C(C1=CC=CC=C1)OC1=C(C=CC=C1)C1=CN=C(O1)Cl 5-(2-benzyloxyphenyl)-2-chloro-oxazole